N-(5-(3-(1,1-dioxido-4-oxo-1,2,5-thiadiazolidin-2-yl)-2-fluoro-4-hydroxyphenyl)pyridin-2-yl)cyclopropanesulfonamide O=S1(N(CC(N1)=O)C=1C(=C(C=CC1O)C=1C=CC(=NC1)NS(=O)(=O)C1CC1)F)=O